N-acetyl-muramyl-L-alanine tert-butyl(6-fluoro-4-hydroxynaphthalen-2-yl)carbamate C(C)(C)(C)N(C(O)=O)C1=CC2=CC=C(C=C2C(=C1)O)F.C(C)(=O)N([C@@H](C)C(=O)O)C1[C@H](N)[C@@H](O[C@@H](C(=O)O)C)[C@H](O)[C@H](O1)CO